(5aR,5bS,7aS,8S,10aS,10bR,12aR)-2,5a,7a-trimethyl-5,5a,5b,6,7,7a,8,9,10,10a,10b,11,12,12a-tetradecahydro-4H-cyclopenta[7,8]phenanthro[2,1-d]thiazol-8-ol CC=1SC2=C(N1)CC[C@@]1([C@H]3CC[C@]4([C@H]([C@@H]3CC[C@H]12)CC[C@@H]4O)C)C